Chloro(2-methyl-4,5,6,7-tetrahydro-1H-inden-1-yl)dimethylsilane Cl[Si](C)(C)C1C(=CC=2CCCCC12)C